C(=C)C=1C(C(C=CC1)=O)C=C divinylbenzeneOne